8-amino-N-(6-methoxy-1,3-benzothiazol-2-yl)-4,4-dimethyl-4,5-dihydro-1H-pyrazolo[4,3-H]quinazoline-3-carboxamide NC1=NC=2C3=C(C(CC2C=N1)(C)C)C(=NN3)C(=O)NC=3SC1=C(N3)C=CC(=C1)OC